trans-2-[3-(8-cyano-quinolin-5-yl)-5-methyl-piperidin-1-yl]-N-(1-methyl-1H-pyrazol-4-yl)-acetamide C(#N)C=1C=CC(=C2C=CC=NC12)[C@@H]1CN(C[C@H](C1)C)CC(=O)NC=1C=NN(C1)C